4-(((8-Bromo-6-fluoro-4-oxochroman-7-yl)oxy)(pyridin-4-yl)methyl)benzonitrile BrC=1C(=C(C=C2C(CCOC12)=O)F)OC(C1=CC=C(C#N)C=C1)C1=CC=NC=C1